OCCOC1(C(=C2C=CC(C=C2C=C1)(C=1C(=C(NC1)C1=CC=CC=C1)C1=CC=CC=C1)C=1C(=C(NC1)C1=CC=CC=C1)C1=CC=CC=C1)C1=CC=CC2=CC=CC=C12)OCCO 2,2-bis(2-hydroxyethoxy)-6,6-bis(Diphenylpyrrol-4-yl)-1,1-binaphthyl